FC1(CC2(C1)CC(NCC2)C2=C(C=C(C(=O)OC)C=C2)NCCOC)F methyl 4-(2,2-difluoro-7-azaspiro[3.5]nonan-6-yl)-3-((2-methoxyethyl)amino)benzoate